7-isobutyl-8-methyl-3-trityl-6,7,8,9-tetrahydrooxazolo[5,4-f]isoquinoline C(C(C)C)N1CC2=CC=C3C(=C2CC1C)OCN3C(C3=CC=CC=C3)(C3=CC=CC=C3)C3=CC=CC=C3